3,10-diiodoperylene-4,9-dicarboxylic acid IC=1C=CC=2C=3C=CC(=C4C(=CC=C(C5=CC=C(C1C52)C(=O)O)C43)C(=O)O)I